OC[C@@H]1N(CCC1)C (2R,3S)-2-(hydroxymethyl)-1-methylpyrrolidin